(R,E)-N-((1-ethyl-1H-pyrazolo[3,4-c]pyridin-5-yl)methylene)-2-methylpropane-2-sulfinamide C(C)N1N=CC=2C1=CN=C(C2)\C=N\[S@](=O)C(C)(C)C